N1=CC=C(C=C1)C=1C=CC=C2[C@H](CCOC12)CNC(OC(C)(C)C)=O (S)-tert-butyl ((8-(pyridin-4-yl)chroman-4-yl)methyl)carbamate